tert-butyl ((S)-1-(((R)-1-(4-(4-methylpiperazin-1-yl)-4-oxobutyl)pyrrolidin-3-yl)amino)-5-(2-nitro-1H-imidazol-1-yl)-1-oxopentan-2-yl)carbamate CN1CCN(CC1)C(CCCN1C[C@@H](CC1)NC([C@H](CCCN1C(=NC=C1)[N+](=O)[O-])NC(OC(C)(C)C)=O)=O)=O